C(C)(C)(C)C1=CC(=NS1)N 5-(tert-butyl)isothiazol-3-amine